3,6-difluoro-9H-carbazole FC=1C=CC=2NC3=CC=C(C=C3C2C1)F